FC=1C(=CC2=C(N(C(=N2)C2=CC=C(C=C2)S(=O)(=O)C)C)C1)C1CCN(CC1)C1CC2CCC(C1)N2CC(C)C 6-Fluoro-5-(1-(8-isobutyl-8-azabicyclo[3.2.1]octan-3-yl)piperidin-4-yl)-1-methyl-2-(4-(methylsulfonyl)phenyl)-1H-benzo[d]imidazol